BrC1=C(C(=CC(=C1)F)C)I 1-bromo-5-fluoro-2-iodo-3-methyl-benzene